N-methyl-2-(m-tolyl)benzo[d]imidazo[2,1-b]thiazole-7-carboxamide CNC(=O)C1=CC2=C(N3C(S2)=NC(=C3)C=3C=C(C=CC3)C)C=C1